2-(12-Isopropyl-9-oxo-3-thia-1,10,11-triazatricyclo[6.4.0.02,6]dodeca-2(6),4,7,11-tetraen-10-yl)-N-(6-methyl-3-pyridinyl)acetamide C(C)(C)C1=NN(C(C2=CC=3C=CSC3N12)=O)CC(=O)NC=1C=NC(=CC1)C